3-(1,3-dimethyl-1H-pyrazol-4-yl)-N-((6-((3R,5S)-3,5-dimethylpiperazin-1-yl)pyridin-2-yl)methyl)-1H-pyrrolo[2,3-b]pyridin-4-amine CN1N=C(C(=C1)C1=CNC=2N=CC=C(C21)NCC2=NC(=CC=C2)N2C[C@H](N[C@H](C2)C)C)C